NC(CN1CCN(CC1)C(=O)OC(C)(C)C)C1=CC(=C(C=C1)Cl)F tert-butyl 4-(2-amino-2-(4-chloro-3-fluorophenyl)ethyl)piperazine-1-carboxylate